Propan-2-yl (3E)-2,2-dimethyl-3-[3-(6-methylpyridin-2-yl)prop-2-yn-1-ylidene]pyrrolidine-1-carboxylate CC/1(N(CC\C1=C/C#CC1=NC(=CC=C1)C)C(=O)OC(C)C)C